S1CNC(=C1)C(=O)O 2,3-dihydrothiazole-4-carboxylic acid